3-((6-chloro-4-methoxypyridin-3-yl)carbamoyl)-3-(2-isopropylphenyl)azetidine-1-carboxylic acid methyl ester COC(=O)N1CC(C1)(C1=C(C=CC=C1)C(C)C)C(NC=1C=NC(=CC1OC)Cl)=O